FC=1C(=NC(=NC1)NC1=CC(=C(C=C1)N1CCN(CC1)CC)F)C=1C=NN(C1)C(C)C fluoro-N-(3-fluoro-4-(4-ethylpiperazin-1-yl)phenyl)-4-(1-isopropyl-1H-pyrazol-4-yl)pyrimidin-2-amine